ClC1=CC=C(C=C1)C(N1C[C@@H](N(C[C@H]1C)C(=O)OC(C)(C)C)C)[C@@H]1C(C1)(F)F tert-butyl (2S,5R)-4-((4-chlorophenyl)((R)-2,2-difluorocyclopropyl)methyl)-2,5-dimethylpiperazine-1-carboxylate